3-((4-(5-chloro-2-(1,7-diazaspiro[4.4]nonan-7-yl)phenyl)pyrrolo[2,1-f][1,2,4]triazin-6-yl)methyl)-6,6-dimethyl-3-azabicyclo[3.1.0]hexane-2,4-dione hydrochloride Cl.ClC=1C=CC(=C(C1)C1=NC=NN2C1=CC(=C2)CN2C(C1C(C1C2=O)(C)C)=O)N2CC1(CCCN1)CC2